FC1=C(C=CC(=C1)CO)C1=NN2C(N=CC=C2)=C1C(=O)N[C@@H]1C(NC2=C(C(=N1)C1=CC=CC=C1)C=CC=C2)=O 2-[2-Fluoro-4-(hydroxymethyl)phenyl]-N-[(3S)-2-oxo-5-phenyl-1,3-dihydro-1,4-benzodiazepin-3-yl]pyrazolo[1,5-a]pyrimidine-3-carboxamide